2-(5-(4-Fluorophenyl)thiophen-2-yl)-N-(2-(piperidin-1-yl)ethyl)acetamid FC1=CC=C(C=C1)C1=CC=C(S1)CC(=O)NCCN1CCCCC1